4,4'-(((1-methyl-2-(4-(methylsulfonyl)phenyl)-1H-benzo[d]imidazole-4,6-diyl)bis(4,1-phenylene))bis(methylene))dimorpholine CN1C(=NC2=C1C=C(C=C2C2=CC=C(C=C2)CN2CCOCC2)C2=CC=C(C=C2)CN2CCOCC2)C2=CC=C(C=C2)S(=O)(=O)C